2,3-Dihydroxynorbornan OC1C2CCC(C1O)C2